COC1=C(C=CC=C1)C1=NN=C(O1)C=1C=C2CCC(NC2=CC1)=O 6-[5-(2-methoxyphenyl)-1,3,4-oxadiazol-2-yl]-1,2,3,4-tetrahydro-quinolin-2-one